NC1CCC=2C1=NNC(C2C(F)(F)F)=O 7-Amino-4-(trifluoromethyl)-2,5,6,7-tetrahydro-3H-cyclopenta[c]pyridazin-3-one